Methyl 6-bromo-1-Methyl-4-((3-methylpyridin-2-yl) (tetrahydro-2H-pyran-4-yl) Methyl)-1,4-dihydropyrazolo[3',4':4,5]pyrrolo[3,2-b]pyridine-3-carboxylate BrC=1C=C2C(=NC1)C1=C(N2C(C2CCOCC2)C2=NC=CC=C2C)C(=NN1C)C(=O)OC